trans-N-(3-(5-fluoropyrimidin-2-yl)-4-methylphenyl)-2-phenylcyclopropane-1-carboxamide FC=1C=NC(=NC1)C=1C=C(C=CC1C)NC(=O)[C@H]1[C@@H](C1)C1=CC=CC=C1